Cl.COC1=C(N=CC(=N1)C1=CC=C(N=N1)N(C1C[C@H]2CC[C@@H](C1)N2)C)C=2C=NNC2 (1R,3R,5S)-N-{6-[6-methoxy-5-(1H-pyrazol-4-yl)pyrazin-2-yl]pyridazin-3-yl}-N-methyl-8-azabicyclo[3.2.1]octan-3-amine hydrochloride